CN(C1=CC=CC(=N1)[C@@H](C)NC(CC)=O)C N-[(1R)-1-[6-(dimethylamino)pyridin-2-yl]ethyl]propionamide